2-(3-acetyl-5-(pyrimidin-5-ylamino)-1H-indol-1-yl)-N-(2-((2'-chloro-2-fluoro-[1,1'-biphenyl]-3-yl)amino)-2-oxoethyl)-N-cyclopropylacetamide C(C)(=O)C1=CN(C2=CC=C(C=C12)NC=1C=NC=NC1)CC(=O)N(C1CC1)CC(=O)NC=1C(=C(C=CC1)C1=C(C=CC=C1)Cl)F